COC(=O)[C@H]1N[C@H](CC1)C1CCCC1 (2S,5R)-5-cyclopentylpyrrolidine-2-carboxylic acid methyl ester